3-chloro-7-(2-((3aS,4R,6aR)-2,2-dimethyl-4-(4-methyl-7H-pyrrolo[2,3-d]pyrimidin-7-yl)-3a,6a-dihydro-4H-cyclopenta[d][1,3]dioxol-6-yl)ethyl)quinolin-2-amine ClC=1C(=NC2=CC(=CC=C2C1)CCC1=C[C@H]([C@H]2[C@@H]1OC(O2)(C)C)N2C=CC1=C2N=CN=C1C)N